C[C@@H]1NC2=CC=C3C(=C2CC1)N=C(N3CC(NC3CCOCC3)=O)CCN3N=CC=C3 (7S)-7-Methyl-3-{[(oxan-4-yl)carbamoyl]methyl}-2-[2-(1H-pyrazol-1-yl)ethyl]-3H,6H,7H,8H,9H-imidazo[4,5-f]chinolin